(S)-ethyl 8-(2-amino-6-((R)-2,2,2-trifluoro-1-(3'-fluoro-4'-propoxy-[1,1'-biphenyl]-4-yl)ethoxy)pyrimidin-4-yl)-2,8-diazaspiro[4.5]decane-3-carboxylate NC1=NC(=CC(=N1)N1CCC2(C[C@H](NC2)C(=O)OCC)CC1)O[C@@H](C(F)(F)F)C1=CC=C(C=C1)C1=CC(=C(C=C1)OCCC)F